BrC1=CC=C2C(=CN(C2=C1C)CC(C)C)CCN(C(OC(C)(C)C)=O)S(N(C)C)(=O)=O tert-butyl (2-(6-bromo-1-isobutyl-7-methyl-1H-indol-3-yl)ethyl)(N,N-dimethylsulfamoyl)carbamate